C(C)(C)(C)OC(=O)C1C(C1C=1C=NN(C1)C)C 2-methyl-3-(1-methyl-1H-pyrazol-4-yl)cyclopropane-1-carboxylic acid tert-butyl ester